N-(4-(dimethylamino)phenethyl)-2-(4-((5-(4-(dimethylcarbamoyl)phenyl)pyridin-2-yl)oxy)piperidine-1-carbonyl)-5-fluorobenzamide CN(C1=CC=C(CCNC(C2=C(C=CC(=C2)F)C(=O)N2CCC(CC2)OC2=NC=C(C=C2)C2=CC=C(C=C2)C(N(C)C)=O)=O)C=C1)C